4-chloro-3-(2-chloroethoxy)-8-(2-oxo-2,3-dihydrooxazolo[4,5-b]pyridin-6-yl)-5,6,7,8-tetrahydronaphthalene-2-carbonitrile ClC1=C(C(=CC=2C(CCCC12)C=1C=C2C(=NC1)NC(O2)=O)C#N)OCCCl